tertbutyl 2-(3-(3-(1-(2-chloro-4-fluorophenyl)cyclopropyl)-1,2,4-oxadiazol-5-yl)-5-(difluoromethyl)-1H-pyrazol-1-yl)propanoate ClC1=C(C=CC(=C1)F)C1(CC1)C1=NOC(=N1)C1=NN(C(=C1)C(F)F)C(C(=O)OC(C)(C)C)C